2-(difluoromethoxy)aniline ethyl-N-((benzyloxy)carbonyl)-S-(4-isopropyl-1-methylcyclohex-3-en-1-yl)cysteinate C(C)OC([C@@H](NC(=O)OCC1=CC=CC=C1)CSC1(CC=C(CC1)C(C)C)C)=O.FC(OC1=C(N)C=CC=C1)F